COC(CCOCC#C)=O 3-prop-2-ynyloxy-propionic acid methyl ester